F[C@@H]1[C@@H](CN(C1)CCCC(F)(F)F)N1C(=NC=2C1=C1C(=NC2)NC=C1)C(C)O 1-(((3R,4S)-4-fluoro-1-(4,4,4-trifluorobutyl)pyrrolidin-3-yl)-1,6-dihydroimidazo[4,5-d]pyrrolo[2,3-b]pyridin-2-yl)ethanol